C1(CC1)C1=C(C(=NO1)C1=C(C=NC=C1Cl)Cl)COC12CCC(CC1)(CC2)C#CC=2C=CC=C1C=CC=NC21 8-((4-((5-Cyclopropyl-3-(3,5-dichloropyridin-4-yl)isoxazol-4-yl)methoxy)bicyclo[2.2.2]octan-1-yl)ethynyl)chinolin